FC(COC1=C(C(=CC=C1)C(F)(F)F)S)F (2',2'-difluoroethoxy)-6-trifluoromethyl-thiophenol